2-amino-4-hydroxyethylaminobenzene NC1=CC=CC(=C1)NCCO